C(C)(C)(C)OC(=O)N1[C@@H](C=C(C(C1)=O)C)CO[Si](C)(C)C(C)(C)C (S)-2-((tert-Butyldimethylsilyloxy)methyl)-4-methyl-5-oxo-5,6-dihydropyridine-1(2H)-carboxylic acid tert-butyl ester